1,4-bis(4-(9H-carbazol-9-yl)styryl)benzene Tert-Butyl-6-[[4-[1-(trifluoromethyl)vinyl]pyrazol-1-yl]methyl]-2-azaspiro[3.3]heptane-2-carboxylate C(C)(C)(C)OC(=O)N1CC2(C1)CC(C2)CN2N=CC(=C2)C(=C)C(F)(F)F.C2=CC=CC=1C3=CC=CC=C3N(C21)C2=CC=C(C=CC1=CC=C(C=C1)C=CC1=CC=C(C=C1)N1C3=CC=CC=C3C=3C=CC=CC13)C=C2